1-(1-Acetylpiperidin-3-yl)-3-(5-chloro-4-(5,5-dimethyl-5,6-dihydro-4H-pyrrolo[1,2-b]pyrazol-3-yl)pyridin-2-yl)urea C(C)(=O)N1CC(CCC1)NC(=O)NC1=NC=C(C(=C1)C1=C2N(N=C1)CC(C2)(C)C)Cl